N'-[3-(trimethoxysilyl)propyl]-1,2-ethanediamine hydrochloride Cl.CO[Si](CCCNCCN)(OC)OC